C(C1=CC=CC=C1)C=1NC(=NN1)C(=O)NC1=NC=CC(=C1)C1=C(C=CC(=C1)OCC)OC 5-benzyl-N-(4-(5-ethoxy-2-methoxyphenyl)pyridin-2-yl)-4H-1,2,4-triazole-3-carboxamide